C1(CC=CC2=CC3=CC4=CC=CC=C4C=C3C=C12)=O 1-naphthacene-one